N-(1,3-benzodioxol-4-ylmethyl)-2-methyl-1-[2-(1-piperidyl)-4-pyridyl]propan-1-amine O1COC2=C1C=CC=C2CNC(C(C)C)C2=CC(=NC=C2)N2CCCCC2